C(C)(C)(C)OC(=O)N1C[C@H]([C@@H](CC1)N1C=NC2=C(C1=O)SC(=C2)C=2C=C(C=1N(C2)C=C(N1)C)F)F trans-tert-butyl-3-fluoro-4-(6-{8-fluoro-2-methylimidazo[1,2-a]pyridin-6-yl}-4-oxothieno[3,2-d]pyrimidin-3-yl)piperidine-1-carboxylate